CC1(CC2N(C=3C=CC=CC3N(C2)C2=CC=C(C=C2)C(F)(F)F)CC1)C(=O)O 8-methyl-5-(4-(trifluoromethyl)phenyl)-6,6a,7,8,9,10-hexahydro-5H-pyrido[1,2-a]quinoxaline-8-carboxylic acid